CN(CCNC=1C(=CN(C(C1)=O)C1CCOCC1)C(=O)N[C@H](C)C1=C(C(=CC=C1)C(F)(F)F)C)C (R)-4-((2-(dimethylamino)ethyl)amino)-N-(1-(2-methyl-3-(trifluoromethyl)phenyl)ethyl)-6-oxo-1-(tetrahydro-2H-pyran-4-yl)-1,6-dihydropyridine-3-carboxamide